1-(2,2-diphenylvinyl)-1H-pyrazole C1(=CC=CC=C1)C(=CN1N=CC=C1)C1=CC=CC=C1